C(C)(C)(C)[Si](OCCCC1=CC=CC=C1)(C)C tert-butyl-dimethyl-(3-phenylpropyloxy)silane